3-iodo-1-[(4-methylphenyl)dioxy-lambda6-thio]-5-[4-(4-methylpiperazin-1-yl)phenyl]pyrrolo[2,3-b]pyridine IC1=CN(C2=NC=C(C=C21)C2=CC=C(C=C2)N2CCN(CC2)C)[SH4]OOC2=CC=C(C=C2)C